FC(C(C(F)(F)F)(O)C1=CC=C(C=C1)NC(=O)C1N(CC2=CC(=CC=C12)S(=O)(=O)C)C(CC1=CC=CC=C1)=O)(F)F N-[4-(1,1,1,3,3,3-Hexafluoro-2-hydroxypropan-2-yl)phenyl]-5-(methylsulfonyl)-2-(phenylacetyl)-2,3-dihydro-1H-isoindole-1-carboxamide